2-methyl-4-fluoroimidazole CC=1NC=C(N1)F